nickel-cobalt sulfur [S].[Co].[Ni]